C(C)N(C(OC(C)(C)C)=O)C1CCN(CC1)C1=CC=C(C=2N(N=NC21)C)C(NC=2C=C(C=1N(C2)C=C(N1)C)F)=O tert-butyl N-ethyl-N-[1-[7-[(8-fluoro-2-methyl-imidazo[1,2-a]pyridin-6-yl)carbamoyl]-1-methyl-benzotriazol-4-yl]-4-piperidyl]carbamate